(R)-5-(4-(6-((1-(3-fluorophenyl)piperidin-3-yl)amino)pyrimidin-4-yl)piperazin-1-yl)pentanoic acid FC=1C=C(C=CC1)N1C[C@@H](CCC1)NC1=CC(=NC=N1)N1CCN(CC1)CCCCC(=O)O